(R)-3-(3-fluoro-4-(6-(2-propyl-2H-tetrazol-5-yl)pyridin-3-yl)phenyl)-5-(1-hydroxy-2,2,2-trifluoroethyl)oxazolidin-2-one FC=1C=C(C=CC1C=1C=NC(=CC1)C=1N=NN(N1)CCC)N1C(O[C@H](C1)C(C(F)(F)F)O)=O